N-{[4-(1-methyl-1H-indazole-7-sulfonyl)phenyl]methyl}thieno[2,3-c]pyridine-2-carboxamide CN1N=CC2=CC=CC(=C12)S(=O)(=O)C1=CC=C(C=C1)CNC(=O)C1=CC=2C(=CN=CC2)S1